CC(CNC1=NC(=NC(=N1)C1=NC(=CC=C1)C(F)(F)F)NC1=CC(=NC=C1)C(F)(F)F)C 2-methyl-1-[(4-[6-(trifluoromethyl)pyridin-2-yl]-6-{[2-(trifluoromethyl)pyridin-4-yl]amino}-1,3,5-triazin-2-yl)amino]propan